4-(2,6-dichlorobenzoylamino)-3-(piperidin-4-ylaminocarbonyl)-1H-pyrazole ClC1=C(C(=O)NC=2C(=NNC2)C(=O)NC2CCNCC2)C(=CC=C1)Cl